5-(7-cyano-5-isopropylbenzo[b]thiophen-2-yl)-1H-pyrrole-3-carboxylic acid C(#N)C1=CC(=CC2=C1SC(=C2)C2=CC(=CN2)C(=O)O)C(C)C